tert-Butyl {[1-(2-cyclopropylethyl)-5-oxo-4,5-dihydro-1H-pyrazol-3-yl]methyl}methylcarbamate C1(CC1)CCN1N=C(CC1=O)CN(C(OC(C)(C)C)=O)C